ClC1=CC=C2C(=N1)N(CC21CCOCC1)CC=O 2-(6'-chloro-2,3,5,6-tetrahydrospiro[pyran-4,3'-pyrrolo[2,3-b]pyridin]-1'(2'H)-yl)acetaldehyde